7-(1-(adamantan-1-ylmethyl)-5-methyl-1H-pyrazol-4-yl)-3-(6-(benzo[d]thiazol-2-ylamino)pyridazin-3-yl)imidazo[1,2-a]pyridine-8-carboxylic acid methyl ester COC(=O)C=1C=2N(C=CC1C=1C=NN(C1C)CC13CC4CC(CC(C1)C4)C3)C(=CN2)C=2N=NC(=CC2)NC=2SC3=C(N2)C=CC=C3